4-chloro-6-fluoro-7-(2-fluoro-6-methoxyphenyl)-1-(2-isopropyl-4-methylpyridin-3-yl)-3-(methylsulfonyl)-1,8-naphthyridin-2(1H)-one ClC1=C(C(N(C2=NC(=C(C=C12)F)C1=C(C=CC=C1OC)F)C=1C(=NC=CC1C)C(C)C)=O)S(=O)(=O)C